FC1=C(C=C2CC3(C(NC(NC3=O)=O)=O)[C@@H]3N(C2=C1F)C[C@H](O[C@H]3C)C)C=3N=COC3 (2R,4S,4aS)-9,10-difluoro-2,4-dimethyl-8-(oxazol-4-yl)-2,4,4a,6-tetrahydro-1H,1'H-spiro[[1,4]oxazino[4,3-a]quinoline-5,5'-pyrimidine]-2',4',6'(3'H)-trione